CC(C#N)(C)C1=CC=C(C=C1)[N+](=O)[O-] 2-methyl-2-(4-nitrophenyl)propionitrile